CC=1SC(=NN1)SSCCCCC 2-methyl-5-(pentyldithio)-1,3,4-thiadiazole